2-(2-(2-ethoxyethoxy)ethoxy)ethanamine C(C)OCCOCCOCCN